2-(4-(trifluoromethyl)phenyl)thiazole-4-carboxylic acid ethyl ester C(C)OC(=O)C=1N=C(SC1)C1=CC=C(C=C1)C(F)(F)F